ClC1=CC=C2C(=CNC2=C1S(=O)(=O)C)S(=O)(=O)NC1=NC=C(C(=N1)OC)CC(F)F 6-chloro-N-[5-(2,2-difluoroethyl)-4-methoxy-pyrimidin-2-yl]-7-mesyl-1H-indole-3-sulfonamide